dipropylaminoethylamide myristate C(CCCCCCCCCCCCC)(=O)[O-].C(CC)N(CCC)CC[NH-]